2-[(6-chloro-3-morpholinosulfonyl-4-quinolyl)amino]-6-oxazol-2-yl-benzoic acid ClC=1C=C2C(=C(C=NC2=CC1)S(=O)(=O)N1CCOCC1)NC1=C(C(=O)O)C(=CC=C1)C=1OC=CN1